tert-butyl 6-((5-chloro-3-methylimidazo[1,5-a]pyridin-6-yl)oxy)-2-azaspiro[3.3]heptane-2-carboxylate ClC1=C(C=CC=2N1C(=NC2)C)OC2CC1(CN(C1)C(=O)OC(C)(C)C)C2